BrC1=NC(=CC(=C1)C=1CCOCC1)Br 2,6-dibromo-4-(3,6-dihydro-2H-pyran-4-yl)pyridine